FC(C1=CC(=NN1)N)(F)F 5-(Trifluoromethyl)-1H-pyrazol-3-amine